2-bromo-4-methoxy-1-methylbenzene BrC1=C(C=CC(=C1)OC)C